4-oxo-4,5-dihydro-1H-pyrazolo[4,3-c]quinoline-1-carboxylate O=C1NC=2C=CC=CC2C2=C1C=NN2C(=O)[O-]